(2R)-2-methyl-3-(6-{[5-(trifluoromethyl)pyridin-2-yl]Oxy}-1H-benzoImidazol-1-yl)propane-1,2-diol C[C@](CO)(CN1C=NC2=C1C=C(C=C2)OC2=NC=C(C=C2)C(F)(F)F)O